6-[5-(3-hydroxypropyl)-2-oxo-1,3-oxazolidin-3-yl]-4H-pyrido[3,2-b][1,4]oxazin-3-one OCCCC1CN(C(O1)=O)C=1C=CC=2OCC(NC2N1)=O